7-[5-Deoxy-5-[[3-[[[[4-(1,1-dimethylethyl)phenyl]amino]carbonyl]amino]propyl](1-methylethyl)amino]-β-D-ribofuranosyl]-7H-pyrrolo[2,3-d]pyrimidin-4-amine CC(C)(C)C1=CC=C(C=C1)NC(=O)NCCCN(C[C@@H]1[C@H]([C@H]([C@@H](O1)N1C=CC2=C1N=CN=C2N)O)O)C(C)C